C(C1=CC=CC=C1)N1C=CC=2C1=NC=CC2Cl 1-benzyl-4-chloro-1H-pyrrolo[2,3-b]pyridine